COS(=O)(=O)[O-].C(C)[NH+](C)CC diethyl-methyl-ammonium methyl-sulfate